N5-((1R,3R,5S,6r)-3-Hydroxybicyclo[3.1.0]hexan-6-yl)-N3-methyl-1-((S)-1-phenylethyl)-1H-pyrazol-3,5-dicarboxamid OC1C[C@H]2C([C@H]2C1)NC(=O)C1=CC(=NN1[C@@H](C)C1=CC=CC=C1)C(=O)NC